N1=CC=C(C=C1)OC1=CC=C(C=C1)NC(C1=CC=C(C(=O)NC2=CC=C(C=C2)OC2=CC=NC=C2)C=C1)=O N1,N4-bis(4-(pyridin-4-yloxy)phenyl)terephthalamide